FC(OC1=CC=C(C=C1)C1=CN=C2N1C=CN=C2NC2=CC(=C(C(=O)NCCSC1=NN=NN1C)C=C2)C)F 4-[[3-[4-(difluoromethoxy)phenyl]imidazo[1,2-a]pyrazin-8-yl]amino]-2-methyl-N-[2-(1-methyltetrazol-5-yl)sulfanylethyl]benzamide